C(C)C=1C(NC=2C=C(C=NC2C1)C=C1CCN(CC1)C=1C=CC(=NC1)C(=O)NC=1C=NN(C1)C)=O 5-(4-((7-Ethyl-6-oxo-5,6-dihydro-1,5-naphthyridin-3-yl)methylene)piperidin-1-yl)-N-(1-methyl-1H-pyrazol-4-yl)picolinamide